(N,N'-tetramethyl-ethylenediamine) zinc dichloride [Cl-].[Cl-].[Zn+2].CN(CCN(C)C)C